(5-Methyltetrahydrofuran-3-yl)(2-(4-phenyl-1H-imidazol-2-yl)piperidin-1-yl)methanone CC1CC(CO1)C(=O)N1C(CCCC1)C=1NC=C(N1)C1=CC=CC=C1